5-(N-(2-(4-(isoxazol-5-yl)piperazin-1-yl)phenyl)-N-phenethylsulfamoyl)3-methylbenzofuran-2-carboxylic acid ethyl ester C(C)OC(=O)C=1OC2=C(C1C)C=C(C=C2)S(N(CCC2=CC=CC=C2)C2=C(C=CC=C2)N2CCN(CC2)C2=CC=NO2)(=O)=O